[Si](C)(C)(C(C)(C)C)OCC1=NC(=CC(=C1)NC(CCCCC(=O)OC)=O)CO[Si](C)(C)C(C)(C)C Methyl 6-((2,6-bis(((tert-butyldimethylsilyl) oxy) methyl) pyridin-4-yl) amino)-6-oxohexanoate